4-[3-Hydroxy-8-(4-trifluoromethoxy-phenyl)-quinolin-2-yl]-4-oxo-butyric acid ethyl ester C(C)OC(CCC(=O)C1=NC2=C(C=CC=C2C=C1O)C1=CC=C(C=C1)OC(F)(F)F)=O